3-FORMYL-1H-PYRROLE-2-CARBOXYLIC ACID ETHYL ESTER C(C)OC(=O)C=1NC=CC1C=O